3-amino-1-(3-fluorophenyl)propan-1-ol trifluoroacetate FC(C(=O)O)(F)F.NCCC(O)C1=CC(=CC=C1)F